4-(3,4-dihydro-2H-1-thia-5-azanaphth-7-ylamino)-2-{3-methoxy-4-[(1s,3s)-3-(dimethylamino)cyclobutoxy]phenylamino}pyrimidine S1CCCC2=NC=C(C=C12)NC1=NC(=NC=C1)NC1=CC(=C(C=C1)OC1CC(C1)N(C)C)OC